cerium lanthanum fluoride carbonate C([O-])([O-])=O.[F-].[La+3].[Ce+3]